5-(3-ethylbenzoyl)amino-3-(1-propyl-1,2,3,6-tetrahydropyridin-4-yl)-1H-indole C(C)C=1C=C(C(=O)NC=2C=C3C(=CNC3=CC2)C=2CCN(CC2)CCC)C=CC1